4-[(5-fluoro-7-{5-[(2S)-1,1,1-trifluoropropan-2-yl]pyridin-2-yl}pyrrolo[2,1-f][1,2,4]triazin-2-yl)amino]oxan-3-ol FC=1C=C(N2N=C(N=CC21)NC2C(COCC2)O)C2=NC=C(C=C2)[C@@H](C(F)(F)F)C